ClC1=C(C=CC(=N1)C(C)=O)F 1-(6-chloro-5-fluoropyridin-2-yl)ethan-1-one